S1N=NC2=C1C(=CC=C2)N2N=CC(=C2C(F)(F)F)C(=O)NC=2C=NC(=C(C2)Cl)N2N=CC=N2 1-(benzo[d][1,2,3]thiadiazol-7-yl)-N-(5-chloro-6-(2H-1,2,3-triazol-2-yl)pyridin-3-yl)-5-(trifluoromethyl)-1H-pyrazole-4-carboxamide